(3-bromo-3-cyclopropylpropyl)benzene BrC(CCC1=CC=CC=C1)C1CC1